1-(2-(5-(4-(Hydroxymethyl)phenyl)-1H-imidazol-2-yl)piperidin-1-yl)-2-methylbutan-1-one OCC1=CC=C(C=C1)C1=CN=C(N1)C1N(CCCC1)C(C(CC)C)=O